(2-hydroxybutyl)4-methoxy-2-methylphenol OC(CC=1C(=C(C=CC1OC)O)C)CC